[N-]=C=S.FC1=CC=CC=C1F 2,3-difluorobenzene isothiocyanate